3-(diphenylphosphino)thiophene C1(=CC=CC=C1)P(C1=CSC=C1)C1=CC=CC=C1